C(C)(C)NC1=C(C(=NC2=C1NC=1C=CC=CC21)C#N)C2=NNC(=N2)CCC 4-(isopropylamino)-3-(5-propyl-1H-1,2,4-triazol-3-yl)-5H-pyrido[3,2-b]indolecarbonitrile